C(CCC)N1C2=CC=CC=C2C=2C=CC=CC12 N-butyl-carbazole